ClC=1C=NN(C1)C1N=C(OC1)C1=CC=CC=C1 4-(4-chloro-1H-pyrazol-1-yl)-2-phenyl-4,5-dihydro-oxazole